tert-butyl (2R,5S)-5-methyl-2-[2-(1,5,5-trimethyl-3-piperidyl)indazol-6-yl]piperidine-1-carboxylate C[C@H]1CC[C@@H](N(C1)C(=O)OC(C)(C)C)C=1C=CC2=CN(N=C2C1)C1CN(CC(C1)(C)C)C